(S)-2-((((9H-fluoren-9-yl)methoxy)carbonyl)amino)-3-(3-(tert-butoxycarbonyl)phenyl)propanoic acid C1=CC=CC=2C3=CC=CC=C3C(C12)COC(=O)N[C@H](C(=O)O)CC1=CC(=CC=C1)C(=O)OC(C)(C)C